N1=NC(=CC=C1)C#CCCC(CC(CCCC)=O)=O pyridazinylundecayne-5,7-dione